CNS(=O)(=O)C1=CC(=C(C=C1)OC1=CC=C(C=C1)C(F)(F)F)C=1C=CC2=C(NC(CO2)=O)C1 N-methyl-3-(3-oxo-3,4-dihydro-2H-1,4-benzoxazin-6-yl)-4-[4-(trifluoromethyl)phenoxy]benzene-1-sulfonamide